2-(3,5-dichloro-4-((1-isopropyl-5-methyl-6-oxo-1,6-dihydropyridin-3-yl)oxy)phenyl)-3,5-dioxo-2,3,4,5-tetrahydro-1,2,4-triazine-6-carbonitrile ClC=1C=C(C=C(C1OC1=CN(C(C(=C1)C)=O)C(C)C)Cl)N1N=C(C(NC1=O)=O)C#N